C1OCC12CCN(CC2)C(=O)N 2-oxa-7-azaspiro[3.5]nonane-7-carboxamide